(25S)-Cholest-5-en-3beta,7alpha,26-triol C([C@@H](C)CCC[C@@H](C)[C@H]1CC[C@H]2[C@@H]3[C@@H](C=C4C[C@H](CC[C@]4(C)[C@H]3CC[C@]12C)O)O)O